N1(CCCCC1)C1=CCC(CCCCC1)=O piperidinocyclononen-4-one